(S)-3-(cyclopropylmethylamino)-2-(3-fluoro-4-(trifluoromethoxy)phenyl)-1-(4-((5R,7R)-7-hydroxy-5-methyl-6,7-dihydro-5H-cyclopenta[d]pyrimidin-4-yl)piperazin-1-yl)propan-1-one C1(CC1)CNC[C@@H](C(=O)N1CCN(CC1)C=1C2=C(N=CN1)[C@@H](C[C@H]2C)O)C2=CC(=C(C=C2)OC(F)(F)F)F